methyl n-(2-phenylethylidene) anthranilate COC(=O)C1=CC=CC=C1N=CCC2=CC=CC=C2